OC[C@@H](CCNC(=O)C1=CC2=C(N=CN2)C=C1)C benzoimidazole-5-carboxylic acid ((R)-4-hydroxy-3-methyl-butyl)-amide